3-(6-((5-(difluoromethoxy)-1-tosyl-1H-pyrazol-3-yl)amino)pyrazin-2-yl)cyclopentan-1-ol FC(OC1=CC(=NN1S(=O)(=O)C1=CC=C(C)C=C1)NC1=CN=CC(=N1)C1CC(CC1)O)F